[Na].C1CCC2=C(C=3CCCC3C=C12)NC(=O)NS(=O)(=O)C1=NN(C=C1)CCN1CCCC1 N-((1,2,3,5,6,7-Hexahydro-s-indacen-4-yl)carbamoyl)-1-(2-(pyrrolidin-1-yl)ethyl)-1H-pyrazole-3-sulfonamide, sodium salt